5-((4-Ethylpiperazin-1-yl)methyl)pyridin-2-yl-5-fluoro-4-(3-isopropyl-2-methyl-2H-indazol-5-yl)pyrimidin-2-amin C(C)N1CCN(CC1)CC=1C=CC(=NC1)C1=C(C(=NC(=N1)N)C1=CC2=C(N(N=C2C=C1)C)C(C)C)F